tert-Butyl 2-(tert-butoxycarbonylamino)-3-(1-methylcyclobutyl)propanoate C(C)(C)(C)OC(=O)NC(C(=O)OC(C)(C)C)CC1(CCC1)C